3-(3-(cyclobutylmethyl)-1-(5-iodoquinolin-8-yl)-4-oxoazetidin-2-yl)-2,2-dimethylpropionitrile C1(CCC1)CC1C(N(C1=O)C=1C=CC(=C2C=CC=NC12)I)CC(C#N)(C)C